CN1CCN(CC1)C(=O)C1C(CCCC1)C(=O)O 2-(4-methylpiperazin-1-carbonyl)cyclohexane-1-carboxylic acid